O=C1NC(CCC1C1NC=CC1)=O (E)-2-(2,6-dioxopiperidin-3-yl)-2,3-dihydropyrrole